C1=NC=CC2=CC(=CC=C12)NC1=NC=C(C(=C1)OCCOCCOCCOCCOCCOCCOCC(=O)O)C 20-((2-(isoquinolin-6-ylamino)-5-methylpyridin-4-yl)oxy)-3,6,9,12,15,18-hexaoxaicosanoic acid